(1R,2S)-2-(3-{[5-chloro-2-(morpholin-4-yl)pyrimidin-4-yl]amino}-1H-indazol-6-yl)-5'-methoxyspiro[cyclopropane-1,3'-indol]-2'(1'H)-one ClC=1C(=NC(=NC1)N1CCOCC1)NC1=NNC2=CC(=CC=C12)[C@@H]1C[C@@]12C(NC1=CC=C(C=C21)OC)=O